O=C([C@H](C[C@H]1C(NCC1)=O)NC(=O)[C@H]1N(CC2(CC2)C1)C([C@@H](C[C@@H](C(F)(F)F)C)O)=O)COC(F)(F)F (S)-N-((S)-3-oxo-1-((S)-2-oxopyrrolidin-3-yl)-4-(trifluoromethoxy)butan-2-yl)-5-((2R,4S)-5,5,5-trifluoro-2-hydroxy-4-methylpentanoyl)-5-azaspiro[2.4]heptane-6-carboxamide